FC=1C=C(C=CC1F)C1=CC=C(C=C1)C(=O)NC1=CC(=C(C=C1)O)NS(=O)(=O)C 3',4'-difluoro-N-(4-hydroxy-3-(methylsulfonylamino)phenyl)-[1,1'-biphenyl]-4-carboxamide